ClC1=CC2=C(NC(=N2)C(=O)N2[C@@H](C=3C=CC=NC3CC2)C)C(=C1)C (R)-(5-Chloro-7-methyl-1H-benzo[d]imidazol-2-yl)(5-methyl-7,8-dihydro-1,6-naphthyridin-6(5H)-yl)methanone